(S)-N-(6-(5-ethyl-1,2,4-oxadiazol-3-yl)-2,3-dihydrobenzofuran-3-yl)-2-methyloxazole-5-carboxamide C(C)C1=NC(=NO1)C1=CC2=C([C@@H](CO2)NC(=O)C2=CN=C(O2)C)C=C1